(R)-2-amino-3-(4-dihydroxyboryl-3-methylphenyl)-2-methylpropanoic acid N[C@@](C(=O)O)(CC1=CC(=C(C=C1)B(O)O)C)C